COC(=O)C1=CC(=CC=2OC(OC(C21)C)(C2C1CN(CC2CC1)C(NC)=O)C)Cl 7-chloro-2,4-dimethyl-2-(3-(methylcarbamoyl)-3-azabicyclo[3.2.1]octan-8-yl)benzo[d][1,3]dioxin-5-carboxylic acid methyl ester